BrC1=CC=C2C=CC(C2=C1)=NO 6-bromoindene-1-one oxime